4-(5-{[(5-chlorothiophen-2-yl)methyl]amino}-4-methyl-1-(2-methylfuran-3-carbonyl)-1H-pyrazol-3-yl)-N,N-dimethyl-2-oxo-3-(trifluoromethyl)pyrrolidine-1-carboxamide ClC1=CC=C(S1)CNC1=C(C(=NN1C(=O)C1=C(OC=C1)C)C1C(C(N(C1)C(=O)N(C)C)=O)C(F)(F)F)C